titanium tetra(dimethylamino)tetra(methylethylamino)titanium CN(C)[Ti](N(C)CC)(N(C)CC)(N(C)CC)(N(CC)C)(N(C)C)(N(C)C)N(C)C.[Ti]